oxazin copper [Cu].O1NC=CC=C1